C=1C=2C(C=CC1)=NC1=CN3C=CC=CC3=CC12 indolo[2,3-g]quinolizine